NC1=NC(=C(C=C1C=1C=C2CCNC(C2=CC1)=O)C1=CC(=C(C=C1)N1CCOCC1)CN1CCCC1)F 6-(2-amino-6-fluoro-5-(4-morpholino-3-(pyrrolidin-1-ylmethyl)phenyl)pyridin-3-yl)-3,4-dihydroisoquinolin-1(2H)-one